4-[4-(1,3-benzothiazol-2-yl)-5-methyl-1H-pyrazol-3-yl]benzene-1,3-diol S1C(=NC2=C1C=CC=C2)C=2C(=NNC2C)C2=C(C=C(C=C2)O)O